N-(3-chloro-5-methoxyphenyl)acetamide ClC=1C=C(C=C(C1)OC)NC(C)=O